ICC1CC1 (iodometh-yl)cyclopropane